C[C@H]1N(CCN(C1)C1=CC=C(C=C1)[N+](=O)[O-])CC1CCC2(CCNCC2)CC1 (R)-9-((2-methyl-4-(4-nitrophenyl)piperazin-1-yl)methyl)-3-azaspiro[5.5]undecane